ClC=1C=C(C=C(C1)C=1COCCN1)C=1N=C(OC1)N 4-(3-chloro-5-(5,6-dihydro-2H-1,4-oxazin-3-yl)phenyl)oxazol-2-amine